C(C)(=O)N1CC(C1)NC1=C(C(N(C2=CC(=CC=C12)C(F)(F)F)C1=CC=CC=C1)=O)C#N 4-((1-Acetylazetidin-3-yl)amino)-2-oxo-1-phenyl-7-trifluoromethyl-1,2-dihydroquinoline-3-carbonitrile